6-chloro-3H-[1,2,3]triazolo[4,5-c]pyridine ClC1=CC2=C(C=N1)NN=N2